(S)-6-(1-amino-1,3-dihydrospiro[indene-2,4'-piperidin]-1'-yl)-3-(1-(3-fluorophenyl)cyclopropyl)-1,5-dihydro-4H-pyrazolo[3,4-d]pyrimidin-4-one N[C@@H]1C2=CC=CC=C2CC12CCN(CC2)C=2NC(C1=C(N2)NN=C1C1(CC1)C1=CC(=CC=C1)F)=O